C1(CC1)N=S(=O)(C)C=1C=CC2=C(C=C(O2)C(=O)OC)C1 methyl 5-(N-cyclopropyl-S-methyl-sulfonimidoyl)benzofuran-2-carboxylate